FC1=CC=C(C=C1)CNC(=O)NC1=C(C(=NN1)C1=CC=NC=C1)C 1-[(4-Fluorophenyl)methyl]-3-[4-methyl-3-(pyridin-4-yl)-1H-pyrazol-5-yl]urea